Cl.C1NCC2=C(C=CC=C12)NC(C=C)=O N-(Isoindolin-4-yl)acrylamide hydrochloride